tert-butyl {(3S)-1-[N6-acetyl-N2-(piperidine-4-carbonyl)-D-lysyl]pyrrolidin-3-yl}carbamate C(C)(=O)NCCCC[C@@H](NC(=O)C1CCNCC1)C(=O)N1C[C@H](CC1)NC(OC(C)(C)C)=O